ClC=1C(=CC2=C([C@@H](C[C@@H](O2)C(=O)NC2CCC(CC2)N2N=CC(=C2)OCCOC(F)(F)F)O)C1)Cl (2R,4R)-6,7-dichloro-4-hydroxy-N-[(1r,4R)-4-{4-[2-(trifluoromethoxy)ethoxy]-1H-pyrazol-1-yl}cyclohexyl]-3,4-dihydro-2H-1-benzopyran-2-carboxamide